O=C1NC(CCC1N1C(C2=CC=C(C=C2C1=O)N1CCN(CC1)C(=O)OC(C)(C)C)=O)=O tert-butyl 4-(2-(2,6-dioxopiperidin-3-yl)-1,3-dioxo-isoindolin-5-yl)piperazine-1-carboxylate